tert-butyl 2-(((1r,4r)-4-(aminomethyl)cyclohexyl)methoxy)acetate NCC1CCC(CC1)COCC(=O)OC(C)(C)C